C(#N)C1=CC(=C(C=C1)CC(C(=O)OCC)=O)[N+](=O)[O-] ethyl 3-(4-cyano-2-nitrophenyl)-2-oxopropionate